N1(CCNCC1)C1=C2C=CN=NC2=C(C=C1)C(=O)NC=1C=NNC1 5-(piperazin-1-yl)-N-(1H-pyrazol-4-yl)cinnoline-8-carboxamide